C1(CCC1)C1=C(C=CC=C1F)C1=CC(=CC=C1O[C@@H]1C[C@H]([C@H](C1)NC(=O)[C@H]1N(CC(C1)(C)C)C)O)C(C(=O)O)(C)C 2-(2'-cyclobutyl-3'-fluoro-6-(((1S,3R,4S)-3-hydroxy-4-((S)-1,4,4-trimethylpyrrolidine-2-carboxamido)cyclopentyl)oxy)-[1,1'-biphenyl]-3-yl)-2-methylpropanoic acid